C(C)OC(=O)C=1C(=C(C(=NC1)C1=NC(=CC(=C1)C)N(CC1=CC=C(C=C1)OC)CC1=CC=C(C=C1)OC)F)N ethyl-4-amino-6'-(bis(4-methoxybenzyl) amino)-3-fluoro-4'-methyl-[2,2'-bipyridine]-5-carboxylate